tert-Butyl 2-(hydroxymethyl)-4,4-dimethyl-pyrrolidine-1-carboxylate OCC1N(CC(C1)(C)C)C(=O)OC(C)(C)C